BrC=1C=C(C=CC1)S(=O)(=O)N(CC1=CC=C(C=C1)OC)CC1=CC=C(C=C1)OC 3-bromo-N,N-bis[(4-methoxyphenyl)methyl]benzenesulfonamide